methyl 3-(5-((4-(cyclopropanecarbonyl)-3-hydroxy-2-methylphenoxy)methyl)-1,2,4-oxadiazol-3-yl)benzoate C1(CC1)C(=O)C1=C(C(=C(OCC2=NC(=NO2)C=2C=C(C(=O)OC)C=CC2)C=C1)C)O